BrC=1C=C(C=CC1F)C[C@]1(C[C@H](CC1)NC(=O)OC(C)(C)C)C(=O)OC methyl (1R,3S)-1-[(3-bromo-4-fluorophenyl)methyl]-3-[(tert-butoxycarbonyl)amino]cyclopentane-1-carboxylate